2-(2-(methoxymethyl)-7-methylquinoxalin-5-yl)-6,6-dimethyl-4,5,6,7-tetrahydrobenzo[d]thiazol-7-ol COCC1=NC2=CC(=CC(=C2N=C1)C=1SC2=C(N1)CCC(C2O)(C)C)C